N1(C=NC=2C1=C1C(=NC2)NC=C1)C=1C=NN(C1)CCC#N 3-(4-(imidazo[4,5-d]pyrrolo[2,3-b]pyridin-1(6H)-yl)-1H-pyrazol-1-yl)propionitrile